BrC1=CC=CC2=C1N(C=N2)[C@@H]2C[C@H](CC2)N(C(OC(C)(C)C)=O)C tert-butyl N-[trans-3-(7-bromobenzimidazol-1-yl)cyclopentyl]-N-methyl-carbamate